N1N=CC2=C(C=CC=C12)[C@@H]1N(C[C@H](CC1)C)C(C(=O)NC=1C=C(C=NC1)C(=O)N)=O 5-[[2-[(2R,5S)-2-(1H-Indazol-4-yl)-5-methyl-1-piperidyl]-2-oxo-acetyl]amino]pyridine-3-carboxamide